C1(CC1)C1=CC=2NC[C@@H]3N(C2N=C1)CCNC3 (R)-3-cyclopropyl-5,6,6a,7,9,10-hexahydro-8H-pyrazino[1,2-a]pyrido[3,2-e]pyrazin